OC1=CC(=NC=C1C(=O)NCC=1C=CC(=NC1)C1=CC=C(C(=O)O)C=C1)N1N=CC=C1 4-(5-((4-hydroxy-6-(1H-pyrazol-1-yl)nicotinamido)methyl)pyridin-2-yl)benzoic acid